5-methyl-2'-deoxycytidine triphosphate P(O)(=O)(OP(=O)(O)OP(=O)(O)O)OC[C@@H]1[C@H](C[C@@H](O1)N1C(=O)N=C(N)C(=C1)C)O